(1S,2R)-N-(5-(6-(4,4-difluoropiperidin-1-yl)-[1,2,4]triazolo[1,5-a]pyridin-2-yl)-8-(methylamino)-2,7-naphthyridin-3-yl)-2-methylcyclopropane-1-carboxamide FC1(CCN(CC1)C=1C=CC=2N(C1)N=C(N2)C2=C1C=C(N=CC1=C(N=C2)NC)NC(=O)[C@@H]2[C@@H](C2)C)F